(2-methyl-1H-benzimidazol-5-yl)Boric acid CC1=NC2=C(N1)C=CC(=C2)OB(O)O